tert-butyl N-methyl-N-(5-methyl-3-methylsulfanyl-6,7-dihydro-4H-2-benzothiophen-5-yl)carbamate CN(C(OC(C)(C)C)=O)C1(CC=2C(=CSC2SC)CC1)C